CS(=O)(=O)C1=CC(=C(C=C1)OCC#C)[N+](=O)[O-] 4-(methylsulfonyl)-2-nitro-1-(prop-2-yn-1-yloxy)benzene